P(=O)(OOC(CC(C)C)=O)(OC1=C(C=CC=C1)C)OC1=C(C=CC=C1)C isopentanoyloxy bis(2-tolyl) phosphate